1-(tert-butyl) 2-ethyl 5-(bis(tert-butoxycarbonyl)amino)-6,8-dihydro-1H-furo[3,4-d]pyrrolo[3,2-b]pyridine-1,2-dicarboxylate C(C)(C)(C)OC(=O)N(C1=C2C(=C3C(=N1)C=C(N3C(=O)OC(C)(C)C)C(=O)OCC)COC2)C(=O)OC(C)(C)C